C(C)(C)(C)N1CCN(CC1)C1=CC(=CC=C1)N tert-butyl-4-(3-aminophenyl)piperazine